4-benzyl-5-methyl-2-(4-(piperazine-1-ylsulfonyl)phenyl)-2,4-dihydro-3H-1,2,4-triazol-3-one C(C1=CC=CC=C1)N1C(N(N=C1C)C1=CC=C(C=C1)S(=O)(=O)N1CCNCC1)=O